COC1=CC2=NC=CC(=C2N1)B(O)O 2-methoxy-1H-pyrrolo[3,2-b]pyridin-7-ylboronic acid